C(C)(C)(C)OC(=O)N1CC(CC1)(F)C(C1=CC=C(C=C1)Br)=O 3-(4-bromobenzoyl)-3-fluoro-pyrrolidine-1-carboxylic acid tert-butyl ester